ClC1=CC=C(C(=N1)C=O)F 6-chloro-3-fluoropicolinaldehyde